O=C1NC(CCC1N1CC2=CC=C(C=C2C1)N1C2CN(C(C1)CC2)CC2=C(CC(CC2)(C)C)C2=CC=C(C=C2)F)=O 2-(2,6-dioxopiperidin-3-yl)-5-(5-((4'-fluoro-5,5-dimethyl-3,4,5,6-Tetrahydro-[1,1'-biphenyl]-2-yl)methyl)-2,5-diazabicyclo[2.2.2]octane-2-yl)isoindoline